(R)-N-(3-((3,5-dimethyl-4-oxo-3,4-dihydro-quinazolin-6-yl)amino)-2,4-difluorophenyl)-3-fluoropyrrolidine-1-sulfonamide trifluoroacetate FC(C(=O)O)(F)F.CN1C=NC2=CC=C(C(=C2C1=O)C)NC=1C(=C(C=CC1F)NS(=O)(=O)N1C[C@@H](CC1)F)F